2-methyl-3-oxo-3-(((6-phenylpyridin-2-yl)methyl)amino)propanoic acid CC(C(=O)O)C(NCC1=NC(=CC=C1)C1=CC=CC=C1)=O